C(=O)C1=CC=C(S1)CCC(=O)OCC ethyl 3-(5-formyl-2-thienyl)propanoate